2-(6-(((1r,2s)-2-aminocyclopentyl)amino)-4-methylpyridin-2-yl)-4-(2-fluoro-6-methoxyphenyl)-2,3-dihydro-1H-pyrrolo[3,4-c]pyridin-1-one N[C@@H]1[C@@H](CCC1)NC1=CC(=CC(=N1)N1CC=2C(=NC=CC2C1=O)C1=C(C=CC=C1OC)F)C